FC(CN1C(=NC=2C1=NC(=CC2)C=2C=CN1N=C(N=C(C12)NC)N[C@H]1[C@H](CN(CC1)C1COC1)F)C)F 5-(3-(2,2-Difluoroethyl)-2-methyl-3H-imidazo[4,5-b]pyridin-5-yl)-N2-((3S,4R)-3-fluoro-1-(oxetan-3-yl)piperidin-4-yl)-N4-methylpyrrolo[2,1-f][1,2,4]triazine-2,4-diamine